n-butyltri(4-methyl-1-naphthyl)borate C(CCC)[B-](C1=CC=C(C2=CC=CC=C12)C)(C1=CC=C(C2=CC=CC=C12)C)C1=CC=C(C2=CC=CC=C12)C